6-ethyl-5-(8-methoxy-[1,2,4]triazolo[1,5-a]pyridin-6-yl)-2-(1,4-dioxaspiro[4.5]dec-8-yl)-4H-pyrrolo[3,2-d]thiazole-4-carboxylic acid tert-butyl ester C(C)(C)(C)OC(=O)N1C(=C(C=2N=C(SC21)C2CCC1(OCCO1)CC2)CC)C=2C=C(C=1N(C2)N=CN1)OC